1-tetradecylazepan-2-one C(CCCCCCCCCCCCC)N1C(CCCCC1)=O